(S)-N-(3-(4-methyl-1H-imidazol-1-yl)-5-((3-(methylamino)pyrrolidin-1-yl)methyl)phenyl)-4-phenoxypiperidine-1-carboxamide CC=1N=CN(C1)C=1C=C(C=C(C1)CN1C[C@H](CC1)NC)NC(=O)N1CCC(CC1)OC1=CC=CC=C1